N-methyl-7-(4-(trifluoro-methyl)phenoxy)-3,4-dihydroisoquinoline-2(1H)-carboxamide CNC(=O)N1CC2=CC(=CC=C2CC1)OC1=CC=C(C=C1)C(F)(F)F